1-(tetrahydro-2H-pyran-2-yl)-4-(4,4,5,5-tetramethyl-1,3,2-dioxaborolane-2-yl)-1H-pyrazole O1C(CCCC1)N1N=CC(=C1)B1OC(C(O1)(C)C)(C)C